CN1CCN(CC1)C1=CC=C2N=C3C(C4=C(C(C3=NC2=C1C(F)(F)F)=O)N=CC=C4)=O 9-(4-Methylpiperazin-1-yl)-10-(trifluoromethyl)pyrido[2,3-b]phenazin-5,12-dion